bis(5-fluoro-1H-indol-3-yl)methane FC=1C=C2C(=CNC2=CC1)CC1=CNC2=CC=C(C=C12)F